N-(4,5-dihydronaphtho[1,2-d]thiazol-2-yl)-4,6-dimethoxypyrimidine-5-carboxamide N1=C(SC2=C1C1=CC=CC=C1CC2)NC(=O)C=2C(=NC=NC2OC)OC